NC=1C=C(C=C2C=C(N=NC12)NC(=O)[C@H]1[C@H](C1)F)C1=C(C=NS1)C |r| (+/-)-cis-N-[8-Amino-6-(4-methylisothiazol-5-yl)cinnolin-3-yl]-2-fluoro-cyclopropanecarboxamide